C1(CC1)C1=NOC(=N1)C1CCN(CC1)C1=NN2C(S1)=NC(=C2)C2=CC=C(C=C2)S(=O)(=O)C 3-cyclopropyl-5-(1-(6-(4-(methylsulfonyl)phenyl)imidazo[2,1-b][1,3,4]thiadiazol-2-yl)piperidin-4-yl)-1,2,4-oxadiazol